(E)-3-(2-(cyanomethyl)-5-fluoro-2-methyl-2,3-dihydrobenzofuran-7-yl)but-2-enenitrile C(#N)CC1(OC2=C(C1)C=C(C=C2/C(=C/C#N)/C)F)C